tert-butyl 3-(chloromethyl)-1-(4-cyclobutylphenyl)-1,4,6,7-tetrahydro-5H-pyrazolo[4,3-c]pyridine-5-carboxylate ClCC1=NN(C2=C1CN(CC2)C(=O)OC(C)(C)C)C2=CC=C(C=C2)C2CCC2